C(C)(C)(C)C1=CC=C(C=C1)O para-tert.-Butylphenol